1-Methyl-2-(6-trifluoromethoxy-benzothiazol-2-ylamino)-1H-benzoimidazole-5-carboxylic acid [3-(4-methyl-piperazin-1-yl)-propyl]-amide CN1CCN(CC1)CCCNC(=O)C1=CC2=C(N(C(=N2)NC=2SC3=C(N2)C=CC(=C3)OC(F)(F)F)C)C=C1